COC1=C(OC2=C(C(=C(C(=C2C1=O)CO)CO)OC)CO)C1=C(C(=C(C(=C1)CO)CO)OC)CO 3,7,3'-trimethoxyhexamethylolflavone